(3-methoxystyryl)(methyl)sulfane COC=1C=C(C=CSC)C=CC1